C1(CC1)NC(=O)C1=CC=C(C(=N1)F)N1CCN(CC1)C(=O)OC(C)(C)C tert-butyl 4-[6-(cyclopropylcarbamoyl)-2-fluoropyridin-3-yl]piperazine-1-carboxylate